CC=1OC2=C(C1C(=O)NCC(F)(F)F)C=C(C=C2)OCC2=C(N=CS2)C 2-methyl-5-((4-methylthiazol-5-yl)methoxy)-N-(2,2,2-trifluoroethyl)benzofuran-3-carboxamide